C(CCCCCCCCCCC)OCC(C[N+](CCO)(CCO)[O-])O 3-dodecyloxy-2-hydroxypropyldi-(2-hydroxyethyl)amine oxide